2-fluoro-3-(6-(4-(4-methylpiperazin-1-yl)phenyl)furo[3,2-b]pyridin-3-yl)benzonitrile FC1=C(C#N)C=CC=C1C1=COC=2C1=NC=C(C2)C2=CC=C(C=C2)N2CCN(CC2)C